FC(C=1C=C(C=CC1F)C1=CN=CC(=N1)CN1C(O[C@H](C1)C(=O)N(C)C)=O)F |r| (R/S)-3-[[6-[3-(Difluoromethyl)-4-fluoro-phenyl]pyrazin-2-yl]methyl]-N,N-dimethyl-2-oxo-oxazolidine-5-carboxamide